6-[(4R,5S)-5-methyl-2-oxo-imidazolidin-4-yl]hexanoic acid C[C@H]1[C@H](NC(N1)=O)CCCCCC(=O)O